ClC=1C=CC=C2C(C=C(OC12)C1=C(OCCOC2CC(C2)C(=O)NS(=O)(=O)C)C=C(C=C1)C(F)(F)F)=O 3-[2-[2-(8-chloro-4-oxo-chromen-2-yl)-5-(trifluoromethyl)phenoxy]ethoxy]-N-methylsulfonyl-cyclobutanecarboxamide